7H-pyrido[4',3':4,5]pyrrolo[2,3-c][1,7]naphthyridine C1=C2C3=C(C=NC2=CN=C1)NC1=C3C=CN=C1